ethyl-L-2-(2,4-dichlorophenoxy)propionic acid C(C)C(C(=O)O)(C)OC1=C(C=C(C=C1)Cl)Cl